1-β-hydroxyethylamino-4-trifluoromethyl-2-nitrobenzene OCCNC1=C(C=C(C=C1)C(F)(F)F)[N+](=O)[O-]